2-(6-{5-Chloro-2-[(oxan-4-yl)amino]pyrimidin-4-yl}-1-oxo-2,3-dihydro-1H-isoindol-2-yl)-N-(2-cyclopropylpropan-2-yl)acetamid ClC=1C(=NC(=NC1)NC1CCOCC1)C1=CC=C2CN(C(C2=C1)=O)CC(=O)NC(C)(C)C1CC1